6-(3,6-diazabicyclo[3.1.1]heptane-6-yl)-2-(2,6-dioxopiperidin-3-yl)-4-fluoroisoindoline C12CNCC(N1C1=CC(=C3CN(CC3=C1)C1C(NC(CC1)=O)=O)F)C2